(2S,4S)-1-tert-butoxycarbonyl-4-[[4-[6-chloro-3-[3-(methylamino)propyl]benzimidazol-4-yl]pyrimidin-2-yl]amino]pyrrolidine-2-carboxylic acid C(C)(C)(C)OC(=O)N1[C@@H](C[C@@H](C1)NC1=NC=CC(=N1)C1=CC(=CC=2N=CN(C21)CCCNC)Cl)C(=O)O